CC1=C(C2=C(N=C(N=C2)SC)N(C1=O)CC1=CC=NN1C(=O)OC(C)(C)C)C#C[Si](C(C)C)(C(C)C)C(C)C tert-butyl 5-{[6-methyl-2-(methylsulfanyl)-7-oxo-5-[2-(triisopropylsilyl)ethynyl]pyrido[2,3-d]pyrimidin-8-yl]methyl}pyrazole-1-carboxylate